BrC1=CC(=C(C=C1)C1=NC2=C(C=NC(=C2)C(F)(F)F)N1C)SCC 2-(4-bromo-2-ethylsulfanyl-phenyl)-3-methyl-6-(trifluoromethyl)imidazo[4,5-c]pyridine